N-methyl-dibehenyl-amine CN(CCCCCCCCCCCCCCCCCCCCCC)CCCCCCCCCCCCCCCCCCCCCC